C1(CC1)NC(=O)C=1C=NN2C1N=C(C=C2)N2[C@H](C[C@H](C2)O)C2=CC(=CC=C2)F N-cyclopropyl-5-((2R,4R)-2-(3-fluorophenyl)-4-hydroxypyrrolidin-1-yl)pyrazolo[1,5-a]pyrimidine-3-carboxamide